FC(S(=O)(=O)OC1=CC2=C(NCCNS2)C=C1)(F)F 2,3,4,5-tetrahydro-1,2,5-benzothiadiazepin-8-yl trifluoromethanesulfonate